C(C)(C)N(P(OCCC#N)OCCCCC(=O)NC(CCC(NCC#C)=O)(CCC(NCC#C)=O)CCC(NCC#C)=O)C(C)C 2-cyanoethyl (5-((1,7-dioxo-4-(3-oxo-3-(prop-2-yn-1-ylamino)propyl)-1,7-bis(prop-2-yn-1-ylamino)heptan-4-yl)amino)-5-oxopentyl) diisopropylphosphoramidite